ethyl 4,6-dimethylpyrimidine-5-carboxylate CC1=NC=NC(=C1C(=O)OCC)C